FC(S(=O)(=O)C1=COC2=C1C=C(C=C2)C(=O)NCC2=NC=C1C=CC(=NC1=C2)N2C1=C(OCC2)C=CC(=N1)C(F)(F)F)F 3-((Difluoromethyl)sulfonyl)-N-((2-(6-(trifluoromethyl)-2,3-dihydro-4H-pyrido[3,2-b][1,4]oxazin-4-yl)-1,6-naphthyridin-7-yl)methyl)benzofuran-5-carboxamide